(R)-1'-(9-iodo-7-(4-methoxybenzyl)-7H-imidazo[1,2-c]pyrazolo[4,3-e]pyrimidin-5-yl)-3H-spiro[benzofuran-2,4'-piperidin]-3-amine IC1=NN(C2=C1C=1N(C(=N2)N2CCC3(CC2)OC2=C([C@H]3N)C=CC=C2)C=CN1)CC1=CC=C(C=C1)OC